COC(=O)C12C(CC(CC1)CC2)C2=CC=C(C=C2)C(C)C (4-isopropylphenyl)bicyclo[2.2.2]octane-1-carboxylic acid methyl ester